NC1=CC=C(C=C1)C(C)(C)C1=CC(=CC=C1)C(C)(C)C1=CC=C(C=C1)N α,α'-Bis(4-aminophenyl)-1,3-diisopropylbenzene